bromoisobutyryloxypropyl-trimethoxysilane BrCO[Si](OC)(OC)CCCOC(C(C)C)=O